C(#C)C1=CC=C(C=C1)CC[Si](OC)(OC)OC 2-(4-ethynylphenyl)ethyl-trimethoxysilane